(2S,4R)-1-[2-[4-(2-bromoethoxy)-1H-pyrazol-1-yl]-3-methylbutanoyl]-4-hydroxy-N-[(1S)-1-[4-(4-methyl-1,3-thiazol-5-yl)phenyl]ethyl]pyrrolidine-2-carboxamide BrCCOC=1C=NN(C1)C(C(=O)N1[C@@H](C[C@H](C1)O)C(=O)N[C@@H](C)C1=CC=C(C=C1)C1=C(N=CS1)C)C(C)C